C(#N)C1=CC(=C(COC2=C(C=CC(=N2)C2=CC(=C(CC3=NC4=C(N3C[C@@H](C)OC)C=C(C=C4F)C(=O)O)C=C2F)F)F)C=C1)F (R)-2-(4-(6-((4-cyano-2-fluorobenzyl)oxy)-5-fluoropyridin-2-yl)-2,5-difluorobenzyl)-4-fluoro-1-(2-methoxypropyl)-1H-benzo[d]imidazole-6-carboxylic acid